3-[3-(fluoromethyl)azetidine-1-carbonyl]-2-(3-pyridyl)-4H-pyrazolo[1,5-a]pyrimidin-7-one FCC1CN(C1)C(=O)C=1C(=NN2C1NC=CC2=O)C=2C=NC=CC2